4-[4-[(R)-amino(4,5-dichloro-2-hydroxyphenyl)methyl]piperidine-1-carbonyl]piperidin-2-one N[C@H](C1CCN(CC1)C(=O)C1CC(NCC1)=O)C1=C(C=C(C(=C1)Cl)Cl)O